3-isopropyl-2-(2-methylpyridin-4-yl)-5-(4-(piperidin-4-yl)-1H-imidazol-2-yl)-1H-indole C(C)(C)C1=C(NC2=CC=C(C=C12)C=1NC=C(N1)C1CCNCC1)C1=CC(=NC=C1)C